N-(1-(1-(((2R,3S)-2-ethoxy-5-oxotetrahydrofuran-3-yl)amino)-1-oxopropan-2-yl)-2-oxo-1,2-dihydropyridin-3-yl)-1H-indole-2-carboxamide C(C)O[C@@H]1OC(C[C@@H]1NC(C(C)N1C(C(=CC=C1)NC(=O)C=1NC2=CC=CC=C2C1)=O)=O)=O